COCCOCCOC1=C(C=CC=C1)C=1C=CC(C1)=O 4-(2-(2-(2-methoxyethoxy)ethoxy)phenyl)-cyclopenta-2,4-dien-1-one